NC1=CC(=C(OC=2C=C(C=CC2)NC(OC(C)(C)C)=O)C=C1)B1OC(C(O1)(C)C)(C)C tert-butyl (3-(4-amino-2-(4,4,5,5-tetramethyl-1,3,2-dioxaborolan-2-yl)phenoxy)phenyl)carbamate